(S)-2-chloro-1-(3-chloro-5-fluorophenyl)-5,5-difluoro-3-(trifluoromethyl)-4,5,6,7-tetrahydro-1H-indol-4-ol ClC=1N(C=2CCC([C@H](C2C1C(F)(F)F)O)(F)F)C1=CC(=CC(=C1)F)Cl